1-(3-methoxycarbonylisoquinolin-1-yl)-1,2,3,4-tetrahydroquinoline-6-carboxylic acid ethyl ester C(C)OC(=O)C=1C=C2CCCN(C2=CC1)C1=NC(=CC2=CC=CC=C12)C(=O)OC